C(#N)C1=CC(=C(C(=C1)C(C)C)CC(=O)NS(=O)(=O)C1=NN(C(=C1)C(C)(C)O)C1=CC=CC=C1)C(C)C 2-(4-cyano-2,6-diisopropylphenyl)-N-(5-(2-hydroxypropan-2-yl)-1-phenyl-1H-pyrazol-3-ylsulfonyl)acetamide